tert-butyl (S)-6-(1-methyl-2-oxo-1,2-dihydropyridin-4-yl)-4-azaspiro[2.4]heptane-4-carboxylate CN1C(C=C(C=C1)[C@H]1CN(C2(CC2)C1)C(=O)OC(C)(C)C)=O